E-6-butoxy-3-(4-(pyrrolidin-1-ylmethyl)benzyl)imidazo[1,2-b]pyridazin-8-amine C(CCC)OC=1C=C(C=2N(N1)C(=CN2)CC2=CC=C(C=C2)CN2CCCC2)N